isopropyl((2-(2,6-dioxopiperidin-3-yl)-1-oxoisoindolin-5-yl-15N)methyl)carbamate C(C)(C)OC(NCC=1C=C2C[15N](C(C2=CC1)=O)C1C(NC(CC1)=O)=O)=O